Ethyl (E)-3-(2-carbamoyl-6-(cyclopropylcarbamoyl)-7-hydroxy-4-isobutyl-5-oxo-4,5-dihydropyrazolo[1,5-a]pyrimidin-3-yl)acrylate C(N)(=O)C1=NN2C(N(C(C(=C2O)C(NC2CC2)=O)=O)CC(C)C)=C1/C=C/C(=O)OCC